ClC=1C=C(C#N)C(=CN1)CC1(OCCCO1)C1=CC(=CC(=C1)OC)OC 2-chloro-5-((2-(3,5-dimethoxyphenyl)-1,3-dioxan-2-yl)methyl)isonicotinonitrile